C1(CC2C(CC1)O2)CC[Si]2(O[Si](O[Si](O[Si](O[Si](O2)(C)C)(C)C)(C)C)(C)C)C [2-(3,4-epoxycyclohexyl)ethyl]-nonamethylcyclopentasiloxane